OCC(C)(C)N1N=CC(=C1)C=1C=C2CN(N3C(C2=CC1OC)=CC(C(=C3)C(=O)O)=O)C(C)C 9-(1-(1-hydroxy-2-methylpropan-2-yl)-1H-pyrazol-4-yl)-6-isopropyl-10-methoxy-2-oxo-6,7-dihydro-2H-pyrido[2,1-a]phthalazine-3-carboxylic acid